(2S,4S)-4-(8-chloro-7-(8-cyanoisoquinolin-1-yl)-6-fluoro-4-(methylsulfanyl)-1H-pyrazolo[4,3-c]quinolin-1-yl)-2-(cyanomethyl)piperidine-1-carboxylic acid tert-butyl ester C(C)(C)(C)OC(=O)N1[C@@H](C[C@H](CC1)N1N=CC=2C(=NC=3C(=C(C(=CC3C21)Cl)C2=NC=CC1=CC=CC(=C21)C#N)F)SC)CC#N